1,3,5,7-tetramethyl-2,4,8-trioxa-6-phospha-adamantane CC12OC3(OC(PC(O1)(C3)C)(C2)C)C